CN1CC2(CC1)CC=1C(=CN=C(C1)N)O2 methyl-3H-spiro[furo[2,3-c]pyridin-2,3'-pyrrolidin]-5-amine